[Si](C1=CC=CC=C1)(C1=CC=CC=C1)(C(C)(C)C)OC[C@H]1N(C(CC1)=O)C(=O)OC(C)(C)C tert-butyl (S)-2-(((tert-butyldiphenylsilyl)oxy)methyl)-5-oxopyrrolidine-1-carboxylate